ClC1=NC=C(C=N1)NC1=NC=CC2=CC(=CC=C12)OCC1CC1 N-(2-chloropyrimidin-5-yl)-6-(cyclopropylmethoxy)isoquinolin-1-amine